ClC1=C(C(=CC=C1)F)[C@H](C)NC(CN1N=CC2=C(C1=O)C(=NN2C2CC2)C)=O (S)-N-(1-(2-Chloro-6-fluorophenyl)ethyl)-2-(1-cyclopropyl-3-methyl-4-oxo-1,4-dihydro-5H-pyrazolo[3,4-d]pyridazin-5-yl)acetamid